C(CCC)[C@@]1(CS(C2=C(N(C1)C1=CC=C(C=C1)F)C=C(C(=C2)OCC(=O)O)SC)(=O)=O)CC (S)-2-((3-butyl-3-ethyl-5-(4-fluorophenyl)-7-(methylsulfanyl)-1,1-dioxo-2,3,4,5-tetrahydro-1,5-benzothiazepin-8-yl)oxy)acetic acid